di(dibenzylideneacetone) palladium [Pd].C(C1=CC=CC=C1)=CC(=O)C=CC1=CC=CC=C1.C(C1=CC=CC=C1)=CC(=O)C=CC1=CC=CC=C1